NCCCCC1=NC=2CCN(CC2C=C1C(F)(F)F)C(=O)[C@@]1(C[C@@H](CC1)N[C@@H]1[C@@H](COCC1)OC)C(C)C (2-(4-Aminobutyl)-3-(trifluoromethyl)-7,8-dihydro-1,6-naphthyridin-6(5H)-yl)((1S,3R)-1-isopropyl-3-(((3S,4S)-3-methoxytetrahydro-2H-pyran-4-yl)amino)cyclopentyl)methanone